FC=1C=C(C=C(C1)OC)C=1C=CC(=NC1)COCCCCCCN1C[C@@H]([C@H]([C@@H]([C@H](C1)O)O)O)O (3S,4R,5R,6S)-1-(6-{[5-(3-fluoro-5-methoxyphenyl)-2-pyridinyl]methoxy}hexyl)-3,4,5,6-azepanetetrol